[Cl-].C(C=C)N1CN(C=C1)CCCC 1-Allyl-3-butylimidazole chloride